5-Chloro-4-(1-(6-((ethylamino)methyl)-2-methylpyridin-3-yl)-1H-pyrazol-4-yl)-N-(1-((1-methyl-1H-imidazol-4-yl)sulfonyl)piperidin-4-yl)pyrimidin-2-amine ClC=1C(=NC(=NC1)NC1CCN(CC1)S(=O)(=O)C=1N=CN(C1)C)C=1C=NN(C1)C=1C(=NC(=CC1)CNCC)C